IC=1C=C(C(=O)NC2=CC=C(C=C2)S(=O)(=O)N2C(CC(CC2)=O)C)C=CC1OC 3-iodo-4-methoxy-N-(4-((2-methyl-4-oxopiperidin-1-yl)sulfonyl)phenyl)benzamide